C(CCCCCCC\C=C/CCCCCCCC)(=O)OCC(O)CO.C(CCCCCCC\C=C/CCCCCCCC)(=O)OCC(O)CO.C(CCCCCCC\C=C/CCCCCCCC)(=O)OCC(O)CO triglyceryl trioleate